FC1=C2CC[C@@]3(CCC=4C(=NC(=NC4C3)SC)O)CC2=CC=C1 (S)-5-fluoro-2'-(methylthio)-3,4,5',8'-tetrahydro-1H,6'H-spiro[naphthalene-2,7'-quinazolin]-4'-ol